C(C)(=O)N1CC(CC1)C1=CC=C(C=C1)S(=O)(=O)NCC1=CC=NC=C1 4-(1-acetylpyrrolidin-3-yl)-N-(pyridin-4-ylmethyl)-benzenesulfonamide